BrC=1C=C(C(=NC1)[N+](=O)[O-])N[C@H]1CN(CC1)C(=O)OC(C)(C)C |r| (rac)-tert-butyl 3-[(5-bromo-2-nitro-3-pyridyl)amino]pyrrolidine-1-carboxylate